2-(1-Amino-3-azabicyclo[3.1.0]hexane-3-yl)-5-(4-chloro-2-methyl-2H-indazol-5-yl)-3-methyl-3,7-dihydro-4H-pyrrolo[2,3-d]pyrimidin-4-one NC12CN(CC2C1)C=1N(C(C2=C(N1)NC=C2C2=C(C1=CN(N=C1C=C2)C)Cl)=O)C